(2-bromo-3,3,3-trifluoropropoxy)(tert-butyl)diphenylsilane BrC(CO[Si](C1=CC=CC=C1)(C1=CC=CC=C1)C(C)(C)C)C(F)(F)F